FC(C(C(C(F)(F)F)(F)F)(F)F)(CCCO)F 3-(Perfluorobutyl)propanol